C1(CC1)C=1C=CC(=C(C1)NC(=O)C=1OC(=CC1)C1=CC=NC=C1)N1CC[C@@H](CCC1)O (R)-N-(5-cyclopropyl-2-(4-hydroxyazepan-1-yl)phenyl)-5-(pyridin-4-yl)furan-2-carboxamide